3-(1-Acetylpiperidin-4-yl)-6-oxo-1,6-dihydropyridine-3,4-dicarboxylic acid 3-(tert-butyl) ester 4-methyl ester COC(=O)C=1C(CNC(C1)=O)(C(=O)OC(C)(C)C)C1CCN(CC1)C(C)=O